C(CCCCCCCCCCCCCCC)[N+](C)(C)C Cetyl-(trimethyl)ammonium